cobalt (III) 2-ethylhexyl (2-ethylhexyl) phosphonate P(OCC(CCCC)CC)(OCC(CCCC)CC)=O.[Co+3]